NC1=NC=C(C2=C1C(=CS2)C2=CC=C(C=C2)NC(=O)NC2=CC(=CC=C2)F)C=2C=NN(C2)CCO N-[4-[4-Amino-7-[1-(2-hydroxyethyl)-1H-pyrazol-4-yl]thieno[3,2-c]pyridin-3-yl]phenyl]-N'-(3-fluorophenyl)urea